C(C)(C)(C)C=1C=C(C(=O)N=C2NCCN2)C=CC1OC1=C(C=CC=C1)NC(CCC(C)C)=O 3-tert-butyl-N-[(2E)-imidazolidin-2-ylidene]-4-[2-(4-methylpentanamido)phenoxy]benzamide